C(C)(=O)NC=1SC(=C(N1)C)C1=NC(=NC=C1)NC=1C=C(C=CC1C)NC(=O)C1=NN(C(=C1)S(=O)(=O)C)C1=CC=C(C=C1)F N-(3-((4-(2-acetamido-4-methylthiazol-5-yl)pyrimidin-2-yl)amino)-4-methylphenyl)-1-(4-fluorophenyl)-5-(methylsulfonyl)-1H-pyrazole-3-carboxamide